3-[3-[[2-[5-[(4,6-difluoro-1H-indol-5-yl)oxy]-2-fluoro-phenyl]-4-methoxycarbonyl-1H-imidazol-5-yl]methyl]-2-fluoro-phenyl]propionic acid FC1=C2C=CNC2=CC(=C1OC=1C=CC(=C(C1)C=1NC(=C(N1)C(=O)OC)CC=1C(=C(C=CC1)CCC(=O)O)F)F)F